dipotassium platinum(II) oxalate C(C(=O)[O-])(=O)[O-].[Pt+2].[K].[K]